2-(2,4-difluorobenzyl)-2,6-diazaspiro[3.3]heptane FC1=C(CN2CC3(C2)CNC3)C=CC(=C1)F